1-(2-((Methyl(4-methyl-1-(3-(methylsulfonamido)-1H-pyrazole-1-carbonyl)piperidin-4-yl)amino)methyl)-5-(trifluoromethyl)phenyl)pyrrolidine-3-carboxylic acid CN(C1(CCN(CC1)C(=O)N1N=C(C=C1)NS(=O)(=O)C)C)CC1=C(C=C(C=C1)C(F)(F)F)N1CC(CC1)C(=O)O